trimethoxysilylpropyl(diethylamino)(triethoxysilylpropylamino)methyl ethyl sulfide C(C)SC(NCCC[Si](OCC)(OCC)OCC)(N(CC)CC)CCC[Si](OC)(OC)OC